dioleyl fumarate C(\C=C\C(=O)OCCCCCCCC\C=C/CCCCCCCC)(=O)OCCCCCCCC\C=C/CCCCCCCC